C(C)C(C(=O)O)(CC)NC(NC1=CC=C(C=C1)F)=O D-2-Ethyl-2-{[(4-fluorophenyl)carbamoyl]amino}butanoic acid